3,6,8-trihydroxy-1-methyl-xanthone OC=1C=C(C=2C(C3=C(C=C(C=C3OC2C1)O)O)=O)C